FC=1C=CC=C2C(=CC=NC12)C(=O)N1CC=2C(CC1)=C(N(N2)C)C2=CC=CC=C2 (8-fluoroquinolin-4-yl)(2-methyl-3-phenyl-2,4,5,7-tetrahydro-6H-pyrazolo[3,4-c]pyridin-6-yl)methanone